FC1=CC(=CC(=N1)C(=O)NC)C1=NC=CC=C1 6'-fluoro-N-methyl-[2,4'-bipyridine]-2'-carboxamide